FC(S(=O)(=O)CCC(=O)N1CC2=CC=CC(=C2CC1)C(C1=CC=C(C=C1)C(F)(F)F)=O)(F)F 3-(trifluoromesyl)-1-{5-[p-(trifluoromethyl)benzoyl]-1,2,3,4-tetrahydro-2-isoquinolyl}-1-propanone